N-(2-(4-amino-5-(7-methoxy-5-methylbenzothien-2-yl)-7H-pyrrolo[2,3-d]pyrimidin-7-yl)ethyl)acrylamide NC=1C2=C(N=CN1)N(C=C2C=2SC1=C(C2)C=C(C=C1OC)C)CCNC(C=C)=O